NC1=NC=2C=CC=C(C2C2=C1N=C(N2CCC(C)(O)C)COCC)OC 4-(4-Amino-2-(ethoxymethyl)-9-methoxy-1H-imidazo[4,5-c]quinolin-1-yl)-2-methyl-2-butanol